racemic-glycine NCC(=O)O